ClC=1C=C(C=CC1F)[C@H](NC(=O)[C@H]1NC(NC1)=O)[C@H]1[C@@H](CC1)C(F)(F)F (S)-N-((R)-(3-chloro-4-fluorophenyl)(trans-2-(trifluoromethyl)cyclobutyl)methyl)-2-oxoimidazolidine-4-carboxamide